4-(methanesulfonyl)aniline CS(=O)(=O)C1=CC=C(N)C=C1